C1(=CC=CC=C1)C(O)([C@@H]1NCCC1)C1=CC=CC=C1 (R)-(+)-α,α-Diphenyl-2-pyrrolidinmethanol